6-{[6-(difluoromethoxy)pyridazin-3-yl]amino}-4-[(3-methanesulfonylpyridin-2-yl)amino]-N-(2H3)methylpyridazine-3-carboxamide FC(OC1=CC=C(N=N1)NC1=CC(=C(N=N1)C(=O)NC([2H])([2H])[2H])NC1=NC=CC=C1S(=O)(=O)C)F